CC1C(CCCC1N)N 1-Methyl-2,6-diaminocyclohexane